[(2R)-morpholin-2-yl]methyl 5-[[4-[[2-(6-methyl-2-pyridyl)pyrimidin-4-yl]amino]pyrimidin-2-yl]amino]pyridine-2-carboxylate CC1=CC=CC(=N1)C1=NC=CC(=N1)NC1=NC(=NC=C1)NC=1C=CC(=NC1)C(=O)OC[C@H]1CNCCO1